arginine-succinic anhydride acetate C(C)(=O)O.C(CCC(=O)O)(=O)OC([C@@H](N)CCCNC(N)=N)=O